4-(2-(4-isopropyl-5-(8-methoxy-[1,2,4]triazolo[1,5-a]pyridin-6-yl)-1H-pyrazol-3-yl)thiazol-5-yl)-N-(2-methoxy-2-methylpropyl)cyclohexan-1-amine C(C)(C)C=1C(=NNC1C=1C=C(C=2N(C1)N=CN2)OC)C=2SC(=CN2)C2CCC(CC2)NCC(C)(C)OC